C(C)(C)(C)C1=C(N=CO1)C(=O)N[C@H](C(=O)O)CCN(CCCCC1=NC=2NCCCC2C=C1)CCOC(C)C (S)-2-(5-(tert-butyl)oxazole-4-carboxamido)-4-((2-isopropoxyethyl)(4-(5,6,7,8-tetrahydro-1,8-naphthyridin-2-yl)butyl)amino)butanoic acid